(Z)-2-(3,4,4-trifluoro-4-(phenylsulfonyl)but-2-en-1-yl)isoindoline-1,3-dione F\C(=C/CN1C(C2=CC=CC=C2C1=O)=O)\C(S(=O)(=O)C1=CC=CC=C1)(F)F